trans-tert-butyl 2-(2-chloro-6-(6-(methylcarbamoyl)pyrimidin-4-yl)pyridin-4-yl)-6-(((methylsulfonyl)oxy)methyl)morpholine-4-carboxylate ClC1=NC(=CC(=C1)[C@@H]1CN(C[C@H](O1)COS(=O)(=O)C)C(=O)OC(C)(C)C)C1=NC=NC(=C1)C(NC)=O